1-(trans-5-(2-chloro-3-isobutoxyphenoxy)octahydrocyclopenta[c]pyrrole-2-carbonyl)-1H-pyrazole-3-carboxylic acid ClC1=C(OC2CC3C(CN(C3)C(=O)N3N=C(C=C3)C(=O)O)C2)C=CC=C1OCC(C)C